C(CC#CCCCC)OC(CCC(=O)OCC=1C=C(COC(CCCCCCC\C=C/C\C=C/CCCCC)=O)C=C(C1)COC(NCCN1CCCC1)=O)OCCC#CCCCC.COCCOCC1OC1 2-(2-methoxyethoxy)methyl-oxirane 3-(((4,4-bis(oct-3-yn-1-yloxy)butanoyl)oxy)methyl)-5-((((2-(pyrrolidin-1-yl)ethyl)carbamoyl)oxy)methyl)benzyl-(9Z,12Z)-octadeca-9,12-dienoate